N-(2-((5-bromo-2-((4-(4-(4-cyclopropylpiperazin-1-yl)piperidin-1-yl)-2-methoxy-5-methylphenyl)amino)pyrimidin-4-yl)amino)-5-fluorophenyl)methanesulfonamide BrC=1C(=NC(=NC1)NC1=C(C=C(C(=C1)C)N1CCC(CC1)N1CCN(CC1)C1CC1)OC)NC1=C(C=C(C=C1)F)NS(=O)(=O)C